4-[(1S,2S)-2-(dimethylamino)cyclohexoxy]-2-fluoro-benzenesulfonic acid CN([C@@H]1[C@H](CCCC1)OC1=CC(=C(C=C1)S(=O)(=O)O)F)C